C(C)(C)N1CCN(CC1)C1CCN(CC1)C1=C(C=C(C(=C1)OC)NC1=NC=NC(=C1)N1OCC[C@@H]1C=1C=NC(=CC1)C)NC(C=C)=O N-(2-(4-(4-isopropylpiperazine-1-yl)piperidine-1-yl)-4-methoxy-5-((6-((R)-3-(6-methylpyridine-3-yl)isoxazolidine-2-yl)pyrimidine-4-yl)amino)phenyl)acrylamide